CN(C1=C(C(=CC=C1)S(=O)(=O)O)N)C1=CC=CC=C1 N-methyl-N-phenyl-3-sulfophenylenediamine